(S)-5-bromo-1-(1-(tert-butoxycarbonyl)pyrrolidin-3-yl)-1H-indazole-3-carboxylic acid methyl ester COC(=O)C1=NN(C2=CC=C(C=C12)Br)[C@@H]1CN(CC1)C(=O)OC(C)(C)C